7-bromo-8-fluoro-6-nitro-1,3-dihydroquinazoline-2,4-dione BrC1=C(C=C2C(NC(NC2=C1F)=O)=O)[N+](=O)[O-]